C[C@H]1N(CCOC1)C1=NC2=C(N=CC=C2C(=C1)C1=CC=NS1)C1=CC=NN1 2-[(3R)-3-methylmorpholin-4-yl]-8-(1H-pyrazol-5-yl)-4-(1,2-thiazol-5-yl)-1,7-naphthyridine